N-(3-(6-amino-5-(2-(methylamino)ethoxy)pyrimidin-4-yl)-5-fluoro-2-methylphenyl)-6'-fluoro-2',3'-dihydrospiro[cyclopropane-1,1'-indene]-5'-carboxamide NC1=C(C(=NC=N1)C=1C(=C(C=C(C1)F)NC(=O)C=1C=C2CCC3(C2=CC1F)CC3)C)OCCNC